COCCOC1CCC(CC1)NC(=O)C1=NC(=CC(=N1)C)C1=CN=CN1C N-((1r,4r)-4-(2-methoxyethoxy)cyclohexyl)-4-methyl-6-(1-methyl-1H-imidazol-5-yl)pyrimidine-2-carboxamide